4-((1r,3r)-3-((5-bromopyridin-2-yl)oxy)cyclobutoxy)piperidine-1-carboxylic acid tert-butyl ester C(C)(C)(C)OC(=O)N1CCC(CC1)OC1CC(C1)OC1=NC=C(C=C1)Br